C(C)(C)(C)OC(=O)N1[C@H]2CN(C([C@@H]([C@@H]1CO[Si](C)(C)C(C)(C)C)C2)=O)C2=CC=C(C=C2)C(F)(F)F.C(/C2=CC=CC=C2)=C(\C=O)/CCCCCC (2E)-2-benzylideneoctanal tert-Butyl-(1R,5R,7R)-7-(((tert-butyldimethylsilyl)oxy)methyl)-2-oxo-3-(4-(trifluoromethyl)phenyl)-3,6-diazabicyclo[3.2.1]octane-6-carboxylate